2-(3,4-bis(benzyloxy)phenyl)-3-bromo-6,7-dimethoxy-4H-chromen-4-one C(C1=CC=CC=C1)OC=1C=C(C=CC1OCC1=CC=CC=C1)C=1OC2=CC(=C(C=C2C(C1Br)=O)OC)OC